C(C)(C)(C)OC(=O)N[C@@H]1C[C@H](CCC1)NC1=NC=C(C(=N1)C1=CNC2=C(C(=CC=C12)C(=O)OC)P(=O)(C)C)C(F)(F)F methyl 3-(2-(((1S,3S)-3-((t-butyloxycarbonyl)amino)cyclohexyl)amino)-5-(trifluoromethyl)pyrimidin-4-yl)-7-(dimethylphosphoryl)-1H-indole-6-carboxylate